O1CC[C@@H](C2=CC=CC=C12)NC(=O)C1=CC2=C(N=C(S2)C2CCN(CC2)CCOCCOC)C=C1 (S)-N-(chroman-4-yl)-2-(1-(2-(2-methoxy-ethoxy)ethyl)piperidin-4-yl)benzo[d]thiazole-6-carboxamide